[N+](=O)([O-])C1=CC=C(C=C1)OC(=O)N1CCC(CC1)C([C@H](O)C=1C=C(C=C2C=NNC12)Cl)(C)C 4-[(S)-2-(5-chloro-1H-indazol-7-yl)-2-hydroxy-1,1-dimethyl-ethyl]Piperidine-1-carboxylic acid 4-nitro-phenyl ester